ClC=1C(=C2C(=NC1)NC(=N2)C2=CC(=C(C=C2)N2CCN(CC2)CCOC)F)NC2CCN(CC2)C(C)C 6-Chloro-2-{3-fluoro-4-[4-(2-methoxyethyl)piperazin-1-yl]phenyl}-N-[1-(1-methylethyl)piperidin-4-yl]-3H-imidazo[4,5-b]pyridin-7-amine